N1(CCC1)C(CN1C(N(C2=NC=C(C=C21)C=2SC(=C(C2)C)Cl)C)=O)=O 1-[2-(Azetidin-1-yl)-2-oxo-ethyl]-6-(5-chloro-4-methyl-2-thienyl)-3-methyl-imidazo[4,5-b]pyridin-2-one